Methyl-{[1-(2-fluorophenyl)-5-iodo-1H-pyrazol-3-yl]oxy}acetat COC(COC1=NN(C(=C1)I)C1=C(C=CC=C1)F)=O